C(C)(=O)C1=NN(C2=CC=C(C=C12)C=1C=NC=2N(C1)N=CC2)CC(=O)N2[C@@H](C[C@H](C2)F)C(=O)NC=2C(=C(C=CC2)C2=C(C=CC=C2)Cl)F (2S,4R)-1-(2-(3-acetyl-5-(pyrazolo[1,5-a]pyrimidin-6-yl)-1H-indazol-1-yl)acetyl)-N-(2'-chloro-2-fluorobiphenyl-3-yl)-4-fluoropyrrolidine-2-carboxamide